P([O-])([O-])(=S)O[C@H]1[C@H]([C@@H](O[C@@H]1CO)N1C=NC=2C(=O)NC(N)=NC12)OC.C(#N)CC(C[N+](C)(C)C)O.C(#N)CC(C[N+](C)(C)C)O L-(-)-3-cyano-2-hydroxypropyl-trimethylammonium 2'-O-methylguanosine-3'-phosphorothioate